FC1=C(C=CC(=C1)F)CNC(=O)C1=CN2[C@H]3[C@@](CC[C@H](N(C(C2=C(C1=O)O)=O)C3)C)(C)O (1R,10R,13S)-N-[(2,4-difluorophenyl)methyl]-6,13-dihydroxy-10,13-dimethyl-5,8-dioxo-2,9-diazatricyclo[7.4.1.02,7]tetradeca-3,6-diene-4-carboxamide